C(C)(CC)N1C(C(=CC2=C1N=C(N=C2)NC=2C=C1CCN(CC1=CC2)C(=O)OC(C)(C)C)C#N)=O tert-butyl 6-((8-(sec-butyl)-6-cyano-7-oxo-7,8-dihydropyrido[2,3-d]pyrimidin-2-yl)amino)-3,4-dihydroisoquinoline-2(1H)-carboxylate